FC1(CN(CCC1)C)F (R)-3,3-difluoro-1-methylpiperidin